7-([1,1'-biphenyl]-4-ylmethyl)-8-methoxy-1,3-dimethyl-3,7-dihydro-1H-purine-2,6-dione C1(=CC=C(C=C1)CN1C(=NC=2N(C(N(C(C12)=O)C)=O)C)OC)C1=CC=CC=C1